FC(COCC1=C(C=C(C=C1)C)N1/C(/SCC1=O)=N/C(=O)NC1=CC=C(C=C1)C=1N=NN(N1)C1=CC=C(C=C1)OC(F)(F)F)F (Z)-1-(3-(2-((2,2-difluoroethoxy)methyl)-5-methylphenyl)-4-oxothiazolidin-2-ylidene)-3-(4-(2-(4-(trifluoromethoxy)phenyl)-2H-tetrazol-5-yl)phenyl)urea